C(#N)C(CCCO)(C)SC(=S)SCCCCCCCCCCCC 4-cyano-4-[(laurylsulfanylthiocarbonyl)sulfanyl]pentanol